(S)-3-(1-(6-ethoxy-5-methoxypyridin-2-yl)-2-(methylsulfonyl)ethyl)-7-methyl-6-(o-methylphenyl)-1H-imidazo[4,5-b]pyridin-2(3H)-one C(C)OC1=C(C=CC(=N1)[C@@H](CS(=O)(=O)C)N1C(NC=2C1=NC=C(C2C)C2=C(C=CC=C2)C)=O)OC